CC1(CC=C(C=C1)C=1C(=O)NC(C1)=O)C=1C(=O)NC(C1)=O (p-tolylene)bismaleimide